CC12[C@@H]3C2CC([C@@]1(C)CC\C=C(/CO)\C)C3 (+)-(2Z)-5-[(1S,3R,4R)-2,3-dimethyltricyclo[2.2.1.0~2,6~]hept-3-yl]-2-methyl-2-penten-1-ol